NCC(C[SiH2]C(OCC(C)C)OCC(C)C)C 3-amino-2-methylpropyl-(diisobutyloxymethylsilane)